butylsarin C(CCC)CP(OC(C)C)(F)=O